3-[4-[4-(2,2-dimethoxyethyl)-1-piperidinyl]-3-fluorophenyl]-piperidine-2,6-dione COC(CC1CCN(CC1)C1=C(C=C(C=C1)C1C(NC(CC1)=O)=O)F)OC